4-aminophenyl-3-aminobenzoate NC1=CC=C(C=C1)OC(C1=CC(=CC=C1)N)=O